C1(=C(C=CC=C1)N1C2=CC=CC=C2C=2C=CC=CC12)C1=C(C(=CC=C1)C1=C(C=CC=C1)N1C2=CC=CC=C2C=2C=CC=CC12)N1C2=CC=CC=C2C=2C=CC=CC12 9,9',9''-([1,1':3',1''-Terphenyl]-2,2',2''-triyl)tris(9H-carbazole)